Methyl ((S)-1-((1S,2S,5R)-2-(((S)-1-(cyclopropylamino)-6,6-difluoro-1,2-dioxoheptan-3-yl)carbamoyl)-3-azabicyclo[3.2.0]heptan-3-yl)-3,3-dimethyl-1-oxobutan-2-yl)carbamate C1(CC1)NC(C([C@H](CCC(C)(F)F)NC(=O)[C@@H]1[C@H]2CC[C@H]2CN1C([C@H](C(C)(C)C)NC(OC)=O)=O)=O)=O